N-methyl-N-(2,3-dihydroxypropyl)ammonium C[NH2+]CC(CO)O